2,3-dihydroxypropan-1-yl 10-hydroxyoctadecanoate OC(CCCCCCCCC(=O)OCC(CO)O)CCCCCCCC